FC1=CC=CC(=N1)NC1=CC2=C(N=C(S2)N2C(C3C4C=CC(C3C2=O)C4)=O)C=C1 4-[6-[(6-fluoro-2-pyridinyl)amino]-1,3-benzothiazol-2-yl]-4-azatricyclo[5.2.1.02,6]dec-8-ene-3,5-dione